(2R,3R,4R,5R)-2-((benzoyloxy) methyl)-5-(4-chloro-1H-indol-1-yl)-3-methyltetrahydrofuran-3,4-diyldiacetate C(C1=CC=CC=C1)(=O)OC[C@@H]1O[C@H]([C@@H]([C@]1(CC(=O)[O-])C)CC(=O)[O-])N1C=CC2=C(C=CC=C12)Cl